(1R)-1-[3-(difluoromethyl)-2-fluorophenyl]ethanamine FC(C=1C(=C(C=CC1)[C@@H](C)N)F)F